C1(=CC=CC=C1)S(=O)(=O)OC=1C=C(C=CC1CC)NC(NC1=CC(=C(C=C1)CC)OS(=O)(=O)C1=CC=CC=C1)=O bis-[3-(benzenesulfonyloxy)-4-ethyl-phenyl]urea